COC1(CC=C(C=C1)C1OOC1)C1=CPC=C1 4-methoxy-4-(3-phospholyl)-phenyl-1,2-dioxetane